4-(3-methylbutyl)cyclohexanol CC(CCC1CCC(CC1)O)C